6,7-difluoro-5-[4-fluoro-3-[4-(4-methylchroman-4-yl)-1H-imidazol-2-yl]phenoxy]-1H-indole-4-carbaldehyde FC=1C(=C(C=2C=CNC2C1F)C=O)OC1=CC(=C(C=C1)F)C=1NC=C(N1)C1(CCOC2=CC=CC=C12)C